1,3-dipropyl-5-ethylcyclohexane C(CC)C1CC(CC(C1)CC)CCC